(2R,6S)-9-(trifluoromethyl)-3,4,5,6-tetrahydro-2H-2,6-methanopyrido[2,3-b][1,5]oxazocine FC(C=1C=CC2=C(O[C@@H]3CCN[C@H]2C3)N1)(F)F